n-octanoylsalicylic acid C(CCCCCCC)(=O)OC=1C(C(=O)O)=CC=CC1